N2-Malonyl-D-tryptophan C1=CC=C2C(=C1)C(=CN2)C[C@H](C(=O)O)NC(=O)CC(=O)O